2-(((trans-4-Hydroxycyclohexyl)thio)methyl)-7-(phenylamino)quinazolin-4(3H)-one O[C@@H]1CC[C@H](CC1)SCC1=NC2=CC(=CC=C2C(N1)=O)NC1=CC=CC=C1